[Na+].CCS(=O)(=O)[O-] 2-ethyl-sulfonate sodium salt